OC=1C=C(C2=C(OC(OC2=O)(CC(C)=O)C)C1C1C=C(CCC1)C)CCCCC 7-hydroxy-2-methyl-8-(3-methylcyclohex-2-en-1-yl)-2-(2-oxopropyl)-5-pentyl-4H-benzo[d][1,3]dioxin-4-one